N2-acetyl-S-(2-amino-9-(4-methylbenzyl)-6-oxo-6,9-dihydro-1H-purin-8-yl)-N-(21-chloro-3,6,9,12,15-pentaoxahenicos-1-yl)-L-cysteinamide C(C)(=O)N[C@@H](CSC=1N(C=2N=C(NC(C2N1)=O)N)CC1=CC=C(C=C1)C)C(=O)NCCOCCOCCOCCOCCOCCCCCCCl